OC=1C(=C2CC[C@](OC2=C(C1C)C)(C)C(=O)N1CCNCC1)C (2R)-(6-hydroxy-2,5,7,8-tetramethyl-chroman-2-yl)(piperazin-1-yl)methanone